Benzyl 4-(hydroxyethyl)piperidine-1-carboxylate OCCC1CCN(CC1)C(=O)OCC1=CC=CC=C1